N-(3-(3-methoxypropanamido)benzyl)-5-(4-(trifluoromethyl)phenyl)-2-naphthamide COCCC(=O)NC=1C=C(CNC(=O)C2=CC3=CC=CC(=C3C=C2)C2=CC=C(C=C2)C(F)(F)F)C=CC1